5-bromo-3-fluoro-2-hydrazineylpyridine BrC=1C=C(C(=NC1)NN)F